(S)-3-(benzyloxy)-1-(2-(3,4-dichlorophenyl)-2-hydroxyethyl)-2-methylpyridin-4(1H)-one C(C1=CC=CC=C1)OC1=C(N(C=CC1=O)C[C@@H](O)C1=CC(=C(C=C1)Cl)Cl)C